bis-(2,2-difluoroethoxy)methane FC(COCOCC(F)F)F